aniline iodide [I-].NC1=CC=CC=C1